FC=1C=C(C=C2C3(C(N(C12)CC1=CC=C(C=C1)OC)=O)CC3)C3N(CC(CC3)C)C(C(=O)OC)=O methyl 2-(2-(7'-fluoro-1'-(4-methoxybenzyl)-2'-oxospiro[cyclopropane-1,3'-indolin]-5'-yl)-5-methylpiperidin-1-yl)-2-oxoacetate